Dimethyl 2-[[(2-oxo-1,3-dihydrobenzimidazol-5-yl)amino]methyl]benzene-1,4-dicarboxylate O=C1NC2=C(N1)C=CC(=C2)NCC2=C(C=CC(=C2)C(=O)OC)C(=O)OC